C(C)OC(C(F)(F)C1=CC=C(C=C1)Br)=O (4-bromophenyl)-2,2-difluoroacetic acid ethyl ester